(S)-2-((4-(6-((3-Fluoroquinolin-8-yl)methoxy)pyridin-2-yl)piperidin-1-yl)methyl)-1-(oxetan-2-ylmethyl)-1H-benzene FC=1C=NC2=C(C=CC=C2C1)COC1=CC=CC(=N1)C1CCN(CC1)CC1[C@H](C=CC=C1)CC1OCC1